C(C(=C)C)(=O)OCCC[Si](OCC)(OCC)OCC triethoxysilyl-propyl methacrylate